2-(2-ethylhexyl)phenyl-phosphat C(C)C(CC1=C(C=CC=C1)OP(=O)([O-])[O-])CCCC